C1(=NC=CC2=CC=CC=C12)CNC(C)=O N-isoquinolin-1-ylmethyl-acetamide